2-aMinobiphenyl NC1=C(C=CC=C1)C1=CC=CC=C1